O1C[C@H](CC1)N1[C@H]2CC(C[C@@H]1CC2)NC(C2=CC=CC=C2)=O N-((1R,3S,5S)-8-((S)-tetrahydrofuran-3-yl)-8-azabicyclo[3.2.1]oct-3-yl)benzamide